N-((2-(6-(2-ethyl-5-fluoro-4-hydroxyphenyl)-1H-indazol-3-yl)-1H-imidazol-4-yl)methyl)methanesulfonamide C(C)C1=C(C=C(C(=C1)O)F)C1=CC=C2C(=NNC2=C1)C=1NC=C(N1)CNS(=O)(=O)C